BrC=1C=C2C(=CN1)N(N=C2C)CC(F)(F)F 5-bromo-3-methyl-1-(2,2,2-trifluoroethyl)-1H-pyrazolo[3,4-c]pyridine